(E)-4-(2-((3-(6-aminopyridin-3-yl)acrylamido)methyl)-7-methoxybenzofuran-5-yl)benzoic acid NC1=CC=C(C=N1)/C=C/C(=O)NCC=1OC2=C(C1)C=C(C=C2OC)C2=CC=C(C(=O)O)C=C2